(1S)-2,2-bis(4-fluorophenyl)-1-methylethyl-N-[[3-(acetoxy)-4-methoxy-2-pyridyl]carbonyl]-L-alanine FC1=CC=C(C=C1)C([C@H](C)N([C@@H](C)C(=O)O)C(=O)C1=NC=CC(=C1OC(C)=O)OC)C1=CC=C(C=C1)F